FC1([C@H]([C@@H]1C1=NC(=NO1)C1=CC=CC=C1)C1=CC=C(C=C1)S(=O)(=O)N)F 4-[(1R,3R)-2,2-difluoro-3-(3-phenyl-1,2,4-oxadiazol-5-yl)cyclopropyl]benzenesulfonamide